2,3-dichloro-6-iodobenzoic acid ClC1=C(C(=O)O)C(=CC=C1Cl)I